FC(C(=O)O)(F)F.CN1C(N(C2=C1C=C(C=C2)C#CC2CCNCC2)C2C(NC(CC2)=O)=O)=O 3-{3-Methyl-2-oxo-5-[2-(piperidin-4-yl)ethynyl]-1,3-benzodiazol-1-yl}piperidine-2,6-dione trifluoroacetate